ClC1=C(OC2CN(C2)[C@@H]2[C@H](CCCC2)CC=2C=C3CN(C(C3=CC2)=O)C2C(NC(CC2)=O)=O)C=CC=C1 3-(5-(((1R,2S)-2-(3-(2-chlorophenoxy)azetidin-1-yl)cyclohexyl)methyl)-1-oxoisoindolin-2-yl)piperidine-2,6-dione